1-(6,7-dihydro-5H-benzo[6,7]cyclohepta[1,2-c]pyridazin-3-yl)-N5-(3-fluoro-4-(4-cyclopropylmethylpiperazin-1-yl)phenyl)-1H-1,2,4-triazole-3,5-diamine N1=NC(=CC2=C1C1=C(CCC2)C=CC=C1)N1N=C(N=C1NC1=CC(=C(C=C1)N1CCN(CC1)CC1CC1)F)N